[2-(5-amino-2,4-difluoro-phenyl)phenyl]methanol 3-sulfopropylmethacrylate potassium salt [K+].S(=O)(=O)([O-])CCCC=C(C(=O)OCC1=C(C=CC=C1)C1=C(C=C(C(=C1)N)F)F)C